C(#N)CC(=O)N1C[C@@H]([C@@H](CC1)C)NC1=C2C(=NC=C1C(=O)O)NC=C2 4-(((3R,4R)-1-(2-cyanoacetyl)-4-methylpiperidin-3-yl)amino)-1H-pyrrolo[2,3-b]pyridine-5-carboxylic acid